tert-butyl (2S)-2-((1-(6,7-difluoro-1-methoxyisoquinolin-4-yl)ethyl)(methyl)carbamoyl)indoline-1-carboxylate FC=1C=C2C(=CN=C(C2=CC1F)OC)C(C)N(C(=O)[C@H]1N(C2=CC=CC=C2C1)C(=O)OC(C)(C)C)C